tert-butyl 4-(2,3-dichloro-6-methoxyphenyl)-2-(methylcarbamoyl)piperidine-1-carboxylate ClC1=C(C(=CC=C1Cl)OC)C1CC(N(CC1)C(=O)OC(C)(C)C)C(NC)=O